O=C1OC2(C3=CC=C(C=C3OC=3C=C(C=CC23)OS(=O)(=O)C(F)(F)F)OS(=O)(=O)C(F)(F)F)C2=CC(=CC=C12)C(=O)OC(C)(C)C tert-butyl 3-oxo-3',6'-bis(((trifluoromethyl) sulfonyl) oxy)-3H-spiro[isobenzofuran-1,9'-xanthene]-6-carboxylate